N1(C=NC2=C1C=CC=C2)C2=NC(=NC=C2C(F)(F)F)NC2CNCCC2 4-(1H-1,3-benzodiazol-1-yl)-N-(piperidin-3-yl)-5-(trifluoromethyl)pyrimidin-2-amine